phenylpyrazine-2-carbohydrazide C1(=CC=CC=C1)C=1C(=NC=CN1)C(=O)NN